N-[(4R)-2-(2-amino-2-oxo-ethyl)-4-methyl-3,4-dihydro-1H-isoquinolin-7-yl]-5-isopropyl-pyridine-3-carboxamide NC(CN1CC2=CC(=CC=C2[C@H](C1)C)NC(=O)C=1C=NC=C(C1)C(C)C)=O